FC1=C(C(=CC=C1)OC)C1=NC=CC2=C1CN(C2=O)C2=NC(=C(C=C2)N2CCOCC2)CNC 4-(2-fluoro-6-methoxyphenyl)-2-(6-((methylamino)methyl)-5-morpholinylpyridin-2-yl)-2,3-dihydro-1H-pyrrolo[3,4-c]pyridin-1-one